ClC1=CC(=CC=2N=C(OC21)C=2C(=C(C=CC2)C2=C(C(=CC=C2)NC=2N=CC=C1C=C(C=NC21)CN2C[C@H](CC2)O)C)C)CN2CCCC2 (S)-1-((7-Chloro-2-(3'-(3-(((S)-3-hydroxypyrrolidin-1-yl)methyl)-1,7-naphthyridin-8-ylamino)-2,2'-dimethylbiphenyl-3-yl)benzo[d]oxazol-5-yl)methyl)pyrrolidin